2-Methyl-N-[2-(trifluoromethyl)benzyl]-6-({[2-(trifluoromethyl)phenyl]carbonyl}amino)-1H-benzoimidazole-4-carboxamide CC1=NC2=C(N1)C=C(C=C2C(=O)NCC2=C(C=CC=C2)C(F)(F)F)NC(=O)C2=C(C=CC=C2)C(F)(F)F